C(C)(C)(C)OC(=O)N1CC2=C(CC1)SC(=N2)C=2C(=C(C=CC2)C2=C(C(=CC=C2)OCCCBr)C)C 2-(3'-(3-bromopropyloxy)-2,2'-dimethyl-[1,1'-biphenyl]-3-yl)-6,7-dihydrothiazolo[4,5-c]pyridine-5(4H)-carboxylic acid tert-butyl ester